3-[[(1R)-1-(3,6-Dimethyl-4-oxo-2-phenyl-chromen-8-yl)ethyl]amino]-N-[[(3R)-tetrahydrofuran-3-yl]methyl]pyridine-2-carboxamide CC1=C(OC2=C(C=C(C=C2C1=O)C)[C@@H](C)NC=1C(=NC=CC1)C(=O)NC[C@@H]1COCC1)C1=CC=CC=C1